C1=C(C=CC2=CC=CC=C12)C=1C2=CC=CC=C2C(=C2C=CC(=CC12)C1=CC=C(C=C1)C1=NC2=C(N1C1=CC=CC=C1)C=CC=C2)C2=CC1=CC=CC=C1C=C2 (4-(9,10-bis(naphthalen-2-yl)anthracen-2-yl)phenyl)-1-phenyl-1H-benzo[d]imidazole